7-bromo-6-cyclopropyl-2-[(2S)-2-methoxypropoxy]-8-[(1S)-1-phenylethoxy]quinoline BrC1=C(C=C2C=CC(=NC2=C1O[C@@H](C)C1=CC=CC=C1)OC[C@H](C)OC)C1CC1